2-[(4-methoxyphenyl)methyl]-2,11-diazatricyclo[6.3.1.04,12]dodeca-1(11),4,6,8(12),9-pentaen-3-one COC1=CC=C(C=C1)CN1C2=NC=CC=3C=CC=C(C1=O)C23